ClC=1SC=2CN([C@@H](CC2N1)C)C(=O)OC(C)(C)C (R)-tert-butyl 2-chloro-6-methyl-6,7-dihydrothiazolo[5,4-c]pyridine-5(4H)-carboxylate